[Si](C)(C)(C(C)(C)C)O[C@@H](CNC(OC(C)(C)C)=O)CC(=O)C1=C(C=CC(=C1)F)OCOC tert-butyl (R)-(2-((tert-butyldimethylsilyl)oxy)-4-(5-fluoro-2-(methoxymethoxy)phenyl)-4-oxobutyl)carbamate